D-glucosyl-D-glucose [2H]C1([C@@H]([C@H]([C@@H]([C@H](O1)CO)O)O)O)C(=O)[C@@H]([C@H]([C@@H]([C@@H](CO)O)O)O)O